(5RS)-5-{[(3RS)-3-Fluoro-3-(hydroxymethyl)pyrrolidin-1-yl]carbonyl}-2-(4-methylbenzyl)-5,6,7,8-tetrahydro[1,2,4]triazolo[4,3-a]pyridin-3(2H)-one F[C@]1(CN(CC1)C(=O)[C@H]1CCCC=2N1C(N(N2)CC2=CC=C(C=C2)C)=O)CO |r|